3-Chlorobenzyl alcohol ClC=1C=C(CO)C=CC1